trans-(+)-ethyl 2-(1-methyl-1H-pyrazol-5-yl)cyclopropane-1-carboxylate CN1N=CC=C1[C@H]1[C@@H](C1)C(=O)OCC